C[C@H](CCC(=O)[O-])[C@H]1CC[C@@H]2[C@@]1(CC[C@H]3[C@H]2CC[C@H]4[C@@]3(CC[C@H](C4)O)C)C The molecule is a bile acid anion that is the conjugate base of lithocholic acid. It has a role as a human metabolite and a mouse metabolite. It is a bile acid anion and a cholanic acid anion. It is a conjugate base of a lithocholic acid.